C(#N)C1=CC=C(C2=CC=CC=C12)NC(C(C)(N1N=CC(=C1)C1CCN(CC1)C1CC2C(CNC2)C1)C)=O cis-N-(4-cyanonaphthalene-1-yl)-2-methyl-2-(4-(1-(octahydrocyclopenta[c]pyrrol-5-yl)piperidine-4-yl)-1H-pyrazol-1-yl)propionamide